dioctylaluminum n-propoxide [O-]CCC.C(CCCCCCC)[Al+]CCCCCCCC